ClC=1C=C(C=CC1OCC1=NC=CC=C1)NC1=NC=NC2=CC=C(C(=C12)OC1CCC1)NC(\C=C\[C@@H]1N(CCC1)C)=O (R,E)-N-(4-((3-Chloro-4-(pyridin-2-ylmethoxy)phenyl)amino)-5-cyclobutoxyquinazoline-6-yl)-3-(1-methylpyrrolidin-2-yl)acrylamide